FC=1C=C2C(C(=CN(C2=NC1N1CC2(C(N(C(N2)=O)C)=O)CC1)C1=C(C=C(C=C1F)F)F)C(=O)NC(C)C(C(F)(F)F)(F)F)=O 6-fluoro-7-(3-methyl-2,4-dioxo-1,3,7-triazaspiro[4.4]non-7-yl)-4-oxo-N-[3,3,4,4,4-pentafluorobutan-2-yl]-1-(2,4,6-trifluorophenyl)-1,4-dihydro-1,8-naphthyridine-3-carboxamide